1-(2,3-difluoro-4-(1-(tetrahydro-2H-pyran-2-yl)-1H-pyrazol-4-yl)phenyl)piperidine FC1=C(C=CC(=C1F)C=1C=NN(C1)C1OCCCC1)N1CCCCC1